2-(2-(2-methoxyethoxy)ethoxy)thiophene COCCOCCOC=1SC=CC1